4-phenethylthiazole-2-carbaldehyde oxime C(CC1=CC=CC=C1)C=1N=C(SC1)C=NO